O=C1NC(CCC1N1C(C2=CC=C(C=C2C1)C(=O)N[C@@H](C(F)(F)F)C1=C(C=C(C=C1)F)OC(F)(F)F)=O)=O 2-(2,6-dioxopiperidin-3-yl)-1-oxo-N-((R)-2,2,2-trifluoro-1-(4-fluoro-2-(trifluoromethoxy)phenyl)ethyl)isoindoline-5-carboxamide